N,N',N'',N'''-tetrakis(4,6-bis(Butyl-(N-methyl-2,2,6,6-tetramethylpiperidin-4-yl)amino)triazin-2-yl)-4,7-diazadecane-1,10-diamine CCCCN(C1CC(N(C(C1)(C)C)C)(C)C)C2=NC(=NC(=N2)NCCCN(CCN(CCCNC3=NC(=NC(=N3)N(CCCC)C4CC(N(C(C4)(C)C)C)(C)C)N(CCCC)C5CC(N(C(C5)(C)C)C)(C)C)C6=NC(=NC(=N6)N(CCCC)C7CC(N(C(C7)(C)C)C)(C)C)N(CCCC)C8CC(N(C(C8)(C)C)C)(C)C)C9=NC(=NC(=N9)N(CCCC)C1CC(N(C(C1)(C)C)C)(C)C)N(CCCC)C1CC(N(C(C1)(C)C)C)(C)C)N(CCCC)C1CC(N(C(C1)(C)C)C)(C)C